trans-N-(4-((4-(2-(3-methoxyoxetan-3-yl)pyridin-4-yl)phenyl)sulfonyl)cyclohexyl)-5-(trifluoromethyl)pyridin-2-amine COC1(COC1)C1=NC=CC(=C1)C1=CC=C(C=C1)S(=O)(=O)[C@@H]1CC[C@H](CC1)NC1=NC=C(C=C1)C(F)(F)F